FC1=CC=C(CSC2=NC(C3=C(N2CC(=O)OC(C)(C)C)CCC3)=O)C=C1 tert-butyl 2-(2-((4-fluorobenzyl)thio)-4-oxo-4,5,6,7-tetrahydro-1H-cyclopenta[d]pyrimidin-1-yl)acetate